ethyl 1-(5-bromo-1H-pyrazole-3-carbonyl)piperidine-4-carboxylate BrC1=CC(=NN1)C(=O)N1CCC(CC1)C(=O)OCC